3-(1H-benzo[d][1,2,3]triazol-5-yl)-N-(6-phenethoxypyridin-3-yl)benzamide N1N=NC2=C1C=CC(=C2)C=2C=C(C(=O)NC=1C=NC(=CC1)OCCC1=CC=CC=C1)C=CC2